5-fluoro-2,3-dimethyl-4-(3-vinyl-5,6-dihydroisoquinolin-8-yl)-1H-indole-7-carboxamide FC=1C(=C2C(=C(NC2=C(C1)C(=O)N)C)C)C1=CCCC=2C=C(N=CC12)C=C